COCCNC(=O)C1=CC2=C(N(C(=N2)NC=2SC3=C(N2)C=C(C=C3)F)C)C=C1 2-(5-Fluoro-benzothiazol-2-ylamino)-1-methyl-1H-benzimidazole-5-carboxylic acid (2-methoxy-ethyl)-amide